CC1(OC[C@@H]2[C@H](O1)[C@@H]([C@H]([C@]1(O2)OCCC1)OCC1=C(C=CC=C1)O)N1N=NC(=C1)C1=CC(=C(C(=C1)F)F)F)C 2-((((2S,4a'R,7'R,8'S,8a'R)-2',2'-dimethyl-8'-(4-(3,4,5-trifluorophenyl)-1H-1,2,3-triazol-1-yl)hexahydro-3H,4'H-spiro[furan-2,6'-pyrano[3,2-d][1,3]dioxine]-7'-yl)oxy)methyl)phenol